14-Nonacosenoic acid C(CCCCCCCCCCCCC=CCCCCCCCCCCCCCC)(=O)O